C1(=CC=C(C=C1)CC)C 1-(p-tolyl)ethan